2-methylamino-3-chloropyridine-4-thiol sodium salt [Na].CNC1=NC=CC(=C1Cl)S